OC1CN(CCC1C1N2C(C3=CC=CC=C13)=CN=C2)C(C)=O 1-(3-hydroxy-4-(5H-imidazo[5,1-a]isoindol-5-yl)piperidin-1-yl)ethan-1-one